C(C)(=O)OC1=C(C=CC(=C1)C(C)C)N1N=C2CCN(CC3C2=C1CCN3)C(=O)OCC3=CC=CC=C3 benzyl 2-(2-acetoxy-4-isopropylphenyl)-2,3,4,5,5a,6,8,9-octahydro-7H-1,2,5,7-tetraazabenzo[cd]azulene-7-carboxylate